tert-butyl (4-(((3-hydroxyoxetan-3-yl)methoxy)methyl)pyridin-2-yl)carbamate OC1(COC1)COCC1=CC(=NC=C1)NC(OC(C)(C)C)=O